4-((3-chloro-4-fluorophenyl)amino)-6-bromo-1H-indole-2-carboxylic acid ClC=1C=C(C=CC1F)NC1=C2C=C(NC2=CC(=C1)Br)C(=O)O